OC(C)(C[C@@H](CCC=C)S(=O)(=O)N(CC1=CC=C(C=C1)OC)CC1=CC=C(C=C1)OC)C (R)-2-HYDROXY-N,N-BIS(4-METHOXYBENZYL)-2-METHYLOCT-7-ENE-4-SULFONAMIDE